C(CC)[Si]([O-])([O-])[O-].[K+].[K+].[K+] tripotassium propylsilanetriolate